2,5-bis(4-cyanobiphenyl-4-yl)thiophene C(#N)C1(CC=C(C=C1)C1=CC=CC=C1)C=1SC(=CC1)C1(CC=C(C=C1)C1=CC=CC=C1)C#N